2-chloro-azidobenzoic acid ClC1=C(C(=O)O)C=CC=C1N=[N+]=[N-]